N-(3-carbamoylphenyl)-2-(4,4-difluoroazepan-1-yl)-5,6,7,8-tetrahydroquinoline-3-carboxamide C(N)(=O)C=1C=C(C=CC1)NC(=O)C=1C(=NC=2CCCCC2C1)N1CCC(CCC1)(F)F